ClC=1C=NN(C1)C=1C=C(C(=O)N(C)C2=CC3=C(OCCO3)C=C2)C=CC1 3-(4-chloropyrazol-1-yl)-N-(2,3-dihydro-1,4-benzodioxin-6-yl)-N-methyl-benzamide